C(C)C=1C(=CC=C2C=C(C=C(C12)C1=C(C=2N=C(N=C(C2C=N1)N1CCC=CCC1)OCC1(CC1)CO)F)OCOC)F {1-[({7-[8-ethyl-7-fluoro-3-(methoxymethoxy)naphthalen-1-yl]-8-fluoro-4-(2,3,6,7-tetrahydroazepin-1-yl)pyrido[4,3-d]pyrimidin-2-yl}oxy)methyl]cyclopropyl}methanol